2-(4-Methylphenoxy)-N-(2-methylsulfanylethyl)-N-(1H-pyrazol-3-yl)acetamide CC1=CC=C(OCC(=O)N(C2=NNC=C2)CCSC)C=C1